NC1=CC(=C(C=C1)N=NC1=CC=C(C(=O)NC=2C=C(C=C(C2)C(=O)O)C(=O)O)C=C1)C 5-{4-[(4-amino-2-methylphenyl)diazenyl]benzoylamino}benzene-1,3-dicarboxylic acid